Cl.ClC1=C(C=C(C=C1)O)C1=NC(=C(C(=N1)NC1C(CNCC1)(F)F)C)C=1C(=NOC1C)C 4-chloro-3-(4-(3,3-di-fluoropiperidin-4-ylamino)-6-(3,5-dimethylisoxazol-4-yl)-5-methylpyrimidin-2-yl)phenol HCl